sodium tridecylbenzenesulfinate Methyl-3-aminobenzo[5,6][1,4]dioxino[2,3-b]pyridine-2-carboxylate COC(=O)C1=C(C=C2C(=N1)OC1=C(O2)C=CC=C1)N.C(CCCCCCCCCCCC)OS(=O)C1=CC=CC=C1.[Na]